COC(CN([C@@H](C(C)C)C(=O)OC)C(C[C@H]1N(C(CC1)=O)CC1=C(C(=CC(=C1)F)F)F)=O)=O Methyl N-(2-methoxy-2-oxoethyl)-N-(2-((S)-5-oxo-1-(2,3,5-trifluorobenzyl)pyrrolidin-2-yl)acetyl)-L-valinate